N-((5-(tert-butyl)-8-hydroxyquinolin-7-yl)(2-oxo-2,3-dihydro-1H-benzo[d]imidazol-5-yl)methyl)-2-(methylamino)acetamide C(C)(C)(C)C1=C2C=CC=NC2=C(C(=C1)C(NC(CNC)=O)C1=CC2=C(NC(N2)=O)C=C1)O